naphthoAzole C1=CNC2=C1C1=CC=CC=C1C=C2